4,4,5,5-tetramethyl-2-(thien-3-yl)-1,3,2-dioxaborolan CC1(OB(OC1(C)C)C1=CSC=C1)C